3-(1-methyl-6-(1-(2-(piperidin-4-yl)ethyl)piperidin-4-yl)-1H-indazol-3-yl)piperidine-2,6-dione CN1N=C(C2=CC=C(C=C12)C1CCN(CC1)CCC1CCNCC1)C1C(NC(CC1)=O)=O